N-[2-(5-chloro-1,3-benzoxazol-2-yl)-2-azaspiro[3.3]heptan-6-yl]-3,3-difluoro-cyclobutanecarboxamide ClC=1C=CC2=C(N=C(O2)N2CC3(C2)CC(C3)NC(=O)C3CC(C3)(F)F)C1